5-acetyl-7-ethyl-3-(4-fluorophenyl)quinoline-2-carbonitrile C(C)(=O)C1=C2C=C(C(=NC2=CC(=C1)CC)C#N)C1=CC=C(C=C1)F